BrC1=CN(C=2N=C(N=C(C21)N)Cl)[C@@H]2C[C@@H]([C@H]1OC(O[C@H]12)(C)C)CO[Si](C)(C)C(C)(C)C 5-bromo-7-((3as,4R,6R,6aR)-6-(((tert-butyldimethylsilyl)oxy)methyl)-2,2-dimethyltetrahydro-4H-cyclopenta[d][1,3]dioxol-4-yl)-2-chloro-7H-pyrrolo[2,3-d]pyrimidin-4-amine